4-((1-(4-(2-(2-Aminopyridin-3-yl)-5-(2-(difluoromethoxy)pyridin-4-yl)-3H-imidazo[4,5-b]pyridin-3-yl)benzyl)piperidin-4-yl)amino)pyrimidine-2-carbonitrile NC1=NC=CC=C1C1=NC=2C(=NC(=CC2)C2=CC(=NC=C2)OC(F)F)N1C1=CC=C(CN2CCC(CC2)NC2=NC(=NC=C2)C#N)C=C1